6,9,12,15,18,21,24,27,30,33,36,39,42,45,48,51,54,57,60,63,66,69,72,75,78-pentacosaoxa-2-azahenoctacontan-81-oic acid CNCCCOCCOCCOCCOCCOCCOCCOCCOCCOCCOCCOCCOCCOCCOCCOCCOCCOCCOCCOCCOCCOCCOCCOCCOCCOCCC(=O)O